ClC=1C=C(C=CC1)[C@H](CCN(C(C(=O)O)C1=C(C(=CC=C1)C)C1CCC(CC1)OC(F)(F)F)C)CCCN1CCCCC1 2-(((S)-3-(3-chlorophenyl)-6-(piperidin-1-yl)hexyl)(methyl)amino)-2-(3-methyl-2-((1r,4S)-4-(trifluoromethoxy)cyclohexyl)phenyl)acetic acid